N-((S)-5-methyl-4-oxo-2,3,4,5-tetrahydrobenzo[b][1,4]oxazepin-3-yl)-5-(trifluoromethyl)-4,5,6,7-tetrahydro-1H-indazole-3-carboxamide CN1C2=C(OC[C@@H](C1=O)NC(=O)C1=NNC=3CCC(CC13)C(F)(F)F)C=CC=C2